ClC=1C=[N+](C=CC1C#N)[O-] 3-chloro-4-cyanopyridine-1-oxide